FC(C1(CCC1)CN)(F)F [1-(trifluoromethyl)cyclobutyl]methylamine